N1=C(C=CC=C1)N1C=CC2=C1N=CN=C2OC2=CC=C(C=C2)NC(CC2=CC=C(C=C2)C(F)(F)F)=O N-(4-((7-(pyridin-2-yl)-7H-pyrrolo[2,3-D]pyrimidin-4-yl)oxy)phenyl)-2-(4-(Trifluoromethyl)phenyl)acetamide